N-methyl-N'-pentyl-urea CNC(=O)NCCCCC